6-Ethyl-3,3-dimethyl-4-methylene-2-propyltetrahydro-2H-pyran C(C)C1CC(C(C(O1)CCC)(C)C)=C